2-fluoro-1-(3-(3-(2-fluoro-6-(trifluoromethyl)pyridin-3-yl)-1H-pyrazolo[3,4-b]pyridin-1-yl)azetidin-1-yl)propan-2-en-1-one FC(C(=O)N1CC(C1)N1N=C(C=2C1=NC=CC2)C=2C(=NC(=CC2)C(F)(F)F)F)=C